2-((1R,4r)-4-((1s,3S)-3-hydroxy-N-methylcyclobutane-1-carboxamido)cyclohexyl)-6-methoxy-N-(pyrazolo[1,5-a]pyrimidin-3-yl)-2H-indazole-5-carboxamide OC1CC(C1)C(=O)N(C)C1CCC(CC1)N1N=C2C=C(C(=CC2=C1)C(=O)NC=1C=NN2C1N=CC=C2)OC